CN1C[C@@H]2N(C3=C(C=C(C=C3CC2)C=2N=C3C(=NC2)NC=C3C3=CC(=C(C(=O)N(C)CC(C)(C)O)C=C3)C)C)CC1 (R)-4-(2-(3,10-dimethyl-2,3,4,4a,5,6-hexahydro-1H-pyrazino[1,2-a]quinolin-8-yl)-5H-pyrrolo[2,3-b]pyrazin-7-yl)-N-(2-hydroxy-2-methylpropyl)-N,2-dimethylbenzamide